FC=1C=C(COC2=CC(=C(OC=3C(=NC(=NC3)N)N)C=C2I)C(C)C)C=CC1 5-[4-(3-Fluoro-benzyloxy)-5-iodo-2-isopropyl-phenoxy]-pyrimidine-2,4-diamine